BrCS(=O)(=O)[O-] 1-bromomethylsulfonate